BrC1=NC=C(C(=C1)B(O)O)OC (2-Bromo-5-methoxypyridin-4-yl)boronic acid